5-[2-(2-chloro-6-fluorophenyl)-5-phenyl-3H-imidazol-4-yl]-3-(propane-2-sulfonyl)-3H-imidazo[4,5-b]pyridin-2-ylamine mesylate S(C)(=O)(=O)O.ClC1=C(C(=CC=C1)F)C1=NC(=C(N1)C1=CC=C2C(=N1)N(C(=N2)N)S(=O)(=O)C(C)C)C2=CC=CC=C2